methyl 2-[(2R)-2-methylmorpholin-4-yl]-4-oxo-8-vinyl-chromene-6-carboxylate C[C@@H]1CN(CCO1)C=1OC2=C(C=C(C=C2C(C1)=O)C(=O)OC)C=C